N-((6-(3-(4-chlorobenzyl)ureido)spiro[3.3]heptan-2-yl)methyl)-6-methylpicolinamide ClC1=CC=C(CNC(NC2CC3(CC(C3)CNC(C3=NC(=CC=C3)C)=O)C2)=O)C=C1